(1s,4s)-N-(3-methoxy-4-methylphenyl)-4-(5-methyl-2-oxo-6-vinyl-1,2-dihydroquinazolin-3(4H)-yl)cyclohexanecarboxamide COC=1C=C(C=CC1C)NC(=O)C1CCC(CC1)N1C(NC2=CC=C(C(=C2C1)C)C=C)=O